(2S)-tert-butyl 2-(aminomethyl)-4,4-difluoropyrrolidine-1-carboxylate NC[C@H]1N(CC(C1)(F)F)C(=O)OC(C)(C)C